6-(1,4-dimethyl-1H-1,2,3-triazol-5-yl)-2-(2,5-dimethyl-1H-pyrrol-1-yl)-7-fluorothiazolo[4,5-c]pyridine CN1N=NC(=C1C1=C(C2=C(C=N1)N=C(S2)N2C(=CC=C2C)C)F)C